C1=CC(=C(C=C1F)[N+](=O)[O-])[N+](=O)[O-] 3,4-dinitrofluorobenzene